L-Alanyl-L-seryl-glycyl-L-alanyl-L-prolyl-L-alanyl-L-prolyl-glycyl-L-prolyl-L-alanyl-glycyl-L-prolyl-L-leucyl-L-arginyl-L-prolyl-L-methionyl-L-phenylalanine N[C@@H](C)C(=O)N[C@@H](CO)C(=O)NCC(=O)N[C@@H](C)C(=O)N1[C@@H](CCC1)C(=O)N[C@@H](C)C(=O)N1[C@@H](CCC1)C(=O)NCC(=O)N1[C@@H](CCC1)C(=O)N[C@@H](C)C(=O)NCC(=O)N1[C@@H](CCC1)C(=O)N[C@@H](CC(C)C)C(=O)N[C@@H](CCCNC(N)=N)C(=O)N1[C@@H](CCC1)C(=O)N[C@@H](CCSC)C(=O)N[C@@H](CC1=CC=CC=C1)C(=O)O